N1=C(C=CC=C1)C(=O)N1CCCCC1 pyridoyl-piperidine